3-({[(1R)-5-{methyl-[4-(pyrrolidin-1-yl)phenyl]amino}-2,3-dihydro-1H-inden-1-yl]methyl}amino)pyridine-4-carboxylic acid CN(C=1C=C2CC[C@H](C2=CC1)CNC=1C=NC=CC1C(=O)O)C1=CC=C(C=C1)N1CCCC1